methyleneadipate C=C(C(=O)[O-])CCCC(=O)[O-]